BrC=1C=C(C=NC1)OCCN1CCOCC1 (2-((5-bromopyridin-3-yl)oxy)ethyl)morpholine